2-(2-Methoxy-6-methylpyridin-3-yl)-N-[(3S)-2-oxo-5-phenyl-1,3-dihydro-1,4-benzodiazepin-3-yl]pyrazolo[1,5-a]pyrimidine-3-carboxamide COC1=NC(=CC=C1C1=NN2C(N=CC=C2)=C1C(=O)N[C@@H]1C(NC2=C(C(=N1)C1=CC=CC=C1)C=CC=C2)=O)C